3-amino-N-[(6S)-2-[(3S)-3-amino-3-(hydroxymethyl)pyrrolidin-1-yl]-5,6,7,8-tetrahydroquinolin-6-yl]-6-methylthieno[2,3-b]pyridine-2-carboxamide NC1=C(SC2=NC(=CC=C21)C)C(=O)N[C@@H]2CC=1C=CC(=NC1CC2)N2C[C@@](CC2)(CO)N